CC=1C(=C2C(C(=NN(C2=CC1)C1=CC=C(C=C1)OC(F)(F)F)C(=O)O)=O)S(=O)(=O)C 6-methyl-5-methylsulfonyl-4-oxo-1-[4-(trifluoromethoxy)phenyl]cinnoline-3-carboxylic acid